[1-[4-[methyl(tetrahydropyran-4-yl)amino]-5-oxido-6,7-dihydro-thieno[3,2-d]pyrimidin-5-ium-2-yl]azetidin-3-yl] 3-hydroxycyclobutanecarboxylate OC1CC(C1)C(=O)OC1CN(C1)C=1N=C(C2=C(N1)CC[S+]2[O-])N(C2CCOCC2)C